(S)-3-(3-chloro-4-fluorophenyl)-1-(1-(8-fluoro-1-oxo-1,2-dihydroisoquinolin-4-yl)ethyl)-1-(3-hydroxypropyl)urea ClC=1C=C(C=CC1F)NC(N(CCCO)[C@@H](C)C1=CNC(C2=C(C=CC=C12)F)=O)=O